COC=1C=C2C=C(NC2=CC1C=1N=NC(=CC1)OC)CNC(C(O)C)=O N-{[5-methoxy-6-(6-methoxy-3-pyridazinyl)-2-indolyl]methyl}lactamide